methyl (S)-3-(2-(2-oxa-6-azaspiro[3.3]heptan-6-yl)ethyl)-2-benzyl-7-methyl-3,7,8,9-tetrahydro-6H-imidazo[4,5-f]quinoline-6-carboxylate C1OCC12CN(C2)CCN2C(=NC1=C3CC[C@@H](N(C3=CC=C12)C(=O)OC)C)CC1=CC=CC=C1